N2-[4-[(3,3-dimethylpiperazin-1-yl)methyl]phenyl]-N4-[2-(6-methyl-2-pyridyl)pyrimidin-4-yl]pyrimidine-2,4-diamine CC1(CN(CCN1)CC1=CC=C(C=C1)NC1=NC=CC(=N1)NC1=NC(=NC=C1)C1=NC(=CC=C1)C)C